ethylene glycol methacrylate (hydroxyethyl-methacrylate) OCCC=C(C(=O)OCCOC(C(=C)C)=O)C